1'-(adamantan-1-ylmethyl)-5-hydroxy-5'-methyl-1H,1'H-[3,4'-bipyrazole]-4-carboxylic acid ethyl ester C(C)OC(=O)C=1C(=NNC1O)C=1C=NN(C1C)CC12CC3CC(CC(C1)C3)C2